C(C)SC1=CC(C1=O)=O 4-(ethylthio)cyclobut-3-ene-1,2-dione